[2-methoxy-6-(trifluoro-methyl)-pyridin-3-yl]-methanol COC1=NC(=CC=C1CO)C(F)(F)F